4-(4'-ethoxy-2',3'-difluorophenyl)-2,3-difluorophenyl trifluoromethanesulfonate FC(S(=O)(=O)OC1=C(C(=C(C=C1)C1=C(C(=C(C=C1)OCC)F)F)F)F)(F)F